CN1C2=C(OCC1=O)C=C(C=C2)NC=2C=NC(=CC2)N2CCC(CC2)C(F)(F)F 4-methyl-7-((6-(4-(trifluoromethyl)piperidin-1-yl)pyridin-3-yl)amino)-2H-benzo[b][1,4]oxazin-3(4H)-one